4-morpholino-2-[(2E)-2-(m-tolylmethylene)hydrazino]-N-(oxetan-3-yl)furo[3,2-d]pyrimidine-6-carboxamide O1CCN(CC1)C=1C2=C(N=C(N1)N/N=C/C=1C=C(C=CC1)C)C=C(O2)C(=O)NC2COC2